FC=1C=2N(C=C(C1)C=1N=C3N(C(C1)=O)C=C(C=C3)C3(CCNCC3)O)C=C(N2)C 2-(8-fluoro-2-methylimidazo[1,2-a]pyridin-6-yl)-7-(4-hydroxypiperidin-4-yl)-4H-pyrido[1,2-a]pyrimidin-4-one